BrC1=CC=C(C=C1)/C=C/C(=O)N1CCN(CC1)C(=O)C1=CC2=C(NC(N2)=O)C=C1 (E)-5-(4-(3-(4-bromophenyl)acryloyl)piperazine-1-carbonyl)-1,3-dihydro-2H-benzo[d]imidazol-2-one